ClC(=O)O.C(OC)(=O)Cl Methyl carbonochloridate (chloroformate)